tert-butyl 6-(difluoromethyl)-6-hydroxy-3,8-diazabicyclo[3.2.1]octane-8-carboxylate FC(C1(C2CNCC(C1)N2C(=O)OC(C)(C)C)O)F